FC1=CC2=C(OC3(CC3)CN2C(=O)C=2C=CC(=C(C#N)C2)O)C=C1 5-(6-fluoro-3,4-dihydrospiro[benzo[b][1,4]oxazine-2,1'-cyclopropane]-4-carbonyl)-2-hydroxybenzonitrile